tert-butyl 2-[2-(2-{4-[4-amino-3-(4-ethanesulfonamidophenyl)-1-methyl-1H-pyrazolo[4,3-c]pyridin-7-yl]-1H-pyrazol-1-yl}ethoxy)ethoxy]acetate NC1=NC=C(C2=C1C(=NN2C)C2=CC=C(C=C2)NS(=O)(=O)CC)C=2C=NN(C2)CCOCCOCC(=O)OC(C)(C)C